N1C=C(C=2C1=NC=CC2)C=2SC=C(N2)C=2C=C(C=CC2)[C@@]2(CCC=1C(=NOC12)C)O (R)-6-(3-(2-(1H-pyrrolo[2,3-b]pyridin-3-yl)thiazol-4-yl)phenyl)-3-methyl-5,6-dihydro-4H-cyclopenta[d]isoxazol-6-ol